1-[(2,4,5-trifluorophenyl)methyl]-6-ethylthio-1,3,5-triazine-2,4(1H,3H)-dione FC1=C(C=C(C(=C1)F)F)CN1C(NC(N=C1SCC)=O)=O